FC=1C(=NC=C(C1)C(F)(F)F)OC=1C=CC(=C(C1)NC(=O)[C@H]1N(C(N(C1)C)=O)C)OC (S)-N-(5-((3-fluoro-5-(trifluoromethyl)pyridin-2-yl)oxy)-2-methoxyphenyl)-1,3-dimethyl-2-oxoimidazolidine-4-carboxamide